C(C1=CC=CC=C1)CCC(O)NC 3-benzyl-methylamino-1-propanol